Cl[C@@H]1C(C)O1 R-(+)-epoxychloropropane